2-(2,6-dioxopiperidin-3-yl)-5-((S)-2-(hydroxymethyl)pyrrolidin-1-yl)isoindoline-1,3-dione O=C1NC(CCC1N1C(C2=CC=C(C=C2C1=O)N1[C@@H](CCC1)CO)=O)=O